NC1=CC(=C(C(=O)NCC2(CC2)C2=CC=C(C=C2)Cl)C=C1Cl)OC 4-amino-5-chloro-N-((1-(4-chlorophenyl)cyclopropyl)methyl)-2-methoxybenzamide